(S)-1-(5-chloro-3-fluoro-pyridin-2-yl)-4-(4-chlorobenzyl)-3-(hydroxymethyl)piperazine-2,5-dione ClC=1C=C(C(=NC1)N1C([C@@H](N(C(C1)=O)CC1=CC=C(C=C1)Cl)CO)=O)F